NC1=NC=C(C=C1)N 2,5-diamino-pyridine